FC1=CC=C(C=C1)N(C1CCC(CC1)N(C1=CC(N(C=2C=CC(=NC12)C#N)C)=O)C)CC(C)C 8-((4-((4-fluorophenyl)(isobutyl)amino)cyclohexyl)(methyl)amino)-5-methyl-6-oxo-5,6-dihydro-1,5-naphthyridine-2-carbonitrile